C(#N)C1CC(CNC1)CNS(=O)(=O)C N-((5-cyanopiperidin-3-yl)methyl)methanesulfonamide